COC1=CC=C(C=C1)C1=NOC(C1)CC1=NC2=CC=CC=C2C(=C1)C 3-(4-methoxyphenyl)-5-((4-methylquinolin-2-yl)methyl)-4,5-dihydroisoxazole